Potassium ((2S,2S)-2-(4-(difluoromethyl)phenyl)cyclopropyl)trifluoroborate FC(C1=CC=C(C=C1)[C@@H]1C(C1)[B-](F)(F)F)F.[K+]